2-[4-(4-butylphenyl)phenyl]-1,3-difluoro-5-isothiocyanato-benzene C(CCC)C1=CC=C(C=C1)C1=CC=C(C=C1)C1=C(C=C(C=C1F)N=C=S)F